tert-butyl (2-(2-bromo-5-chloro-N-phenylbenzamido)ethyl)carbamate BrC1=C(C(=O)N(C2=CC=CC=C2)CCNC(OC(C)(C)C)=O)C=C(C=C1)Cl